[N+](=O)([O-])C1=CC(=C2C=CC3=CC=CC4=CC=C1C2=C34)[N+](=O)[O-] 1,3-dinitropyrene